C(C)OC(C(=CC1=C(C=CC=C1)Br)Cl)=O 3-(2-bromophenyl)-2-chloroacrylic acid ethyl ester